Cyclopropabenzindol-4-One N1C=CC=2C(C=C3C(C12)=C1C(C=C3)=C1)=O